BrC(C(=O)NCCC[Si](OCC)(OCC)OCC)(C)C 3-(α-bromoisobutyramido)propyltriethoxysilane